N-[3-fluoro-4-[(7-methoxy-1,5-naphthyridin-4-yl)oxy]phenyl]-5-(4-fluoro-2-methoxyphenyl)-4-hydroxy-6-methylpyridine-3-carboxamide FC=1C=C(C=CC1OC1=CC=NC2=CC(=CN=C12)OC)NC(=O)C=1C=NC(=C(C1O)C1=C(C=C(C=C1)F)OC)C